Nω-propyl-L-arginine hydrochloride Cl.C(CC)NC(NCCC[C@H](N)C(=O)O)=N